1,4-cyclohexanedioic acid C1(CCC(CC1)C(=O)O)C(=O)O